tert-butyl 3-[2-methyl-4-[[2-[3-methyl-5-(1-piperidylsulfonyl)indol-1-yl]propanoylamino]methyl]anilino]azetidine-1-carboxylate CC1=C(NC2CN(C2)C(=O)OC(C)(C)C)C=CC(=C1)CNC(C(C)N1C=C(C2=CC(=CC=C12)S(=O)(=O)N1CCCCC1)C)=O